[N+](=O)([O-])C1=CC=C(C=C1)N1CCC(CC1)N1CC2(CC1)CCN(CC2)C=2C=NC(=NC2)C(=O)O 5-[2-[1-(4-nitrophenyl)-4-piperidyl]-2,8-diazaspiro[4.5]decan-8-yl]pyrimidine-2-carboxylic acid